tert-butyl (S)-2-methyl-2-(4-(3-(2-(1-(1-(methylsulfonyl)-1H-pyrrole-3-carbonyl)azetidine-2-carboxamido)thiazol-4-yl)phenyl)pyridin-2-yl)propanoate CC(C(=O)OC(C)(C)C)(C)C1=NC=CC(=C1)C1=CC(=CC=C1)C=1N=C(SC1)NC(=O)[C@H]1N(CC1)C(=O)C1=CN(C=C1)S(=O)(=O)C